5-[2,3-difluoro-4-[3-methyl-1-(2-pyridylmethyl)pyrazol-4-yl]phenyl]-1-methyl-imidazole-2-carboxamide FC1=C(C=CC(=C1F)C=1C(=NN(C1)CC1=NC=CC=C1)C)C1=CN=C(N1C)C(=O)N